ClC=1C=C(C=CC1C=1N(C2=NC=NC(=C2N1)OC1(CC1)C)CC1=CC(=CC=C1)Cl)CC(=O)N 2-(3-chloro-4-(9-(3-chlorobenzyl)-6-(1-methylcyclopropoxy)-9H-purin-8-yl)phenyl)acetamide